C(C1=CC=CC=C1)NC(C1=CC=C(C=C1)\C=C/1\ONOS1)=O (Z)-N-benzyl-4-((2,4-dioxathiazolidine-5-ylidene)methyl)benzamide